(5-morpholinyl)benzenesulfonamide N1CCOCC1C1=C(C=CC=C1)S(=O)(=O)N